N-(4-(2-aminoethyl)cyclohexyl)-2,3-dihydro-1H-inden-5-amine NCCC1CCC(CC1)NC=1C=C2CCCC2=CC1